N-[(1S)-1-[[2-chloro-5-[3-[(2R)-morpholin-2-yl]phenyl]phenyl]methyl]-2-[4-(3-methylimidazol-4-yl)anilino]-2-oxo-ethyl]-2-methyl-pyrazole-3-carboxamide ClC1=C(C=C(C=C1)C1=CC(=CC=C1)[C@@H]1CNCCO1)C[C@@H](C(=O)NC1=CC=C(C=C1)C=1N(C=NC1)C)NC(=O)C=1N(N=CC1)C